β-D-glucuronic acid hexyl ester C(CCCCC)OC([C@@H]1[C@H]([C@@H]([C@H]([C@H](O)O1)O)O)O)=O